isopropyl 3-(3-acrylamido-4-methylphenyl)-4-methyl-2-(4-(4-methylpiperazin-1-yl)phenyl)-1H-pyrrolo[2,3-b]pyridine-5-carboxylate 2,2,2-trifluoroacetate FC(C(=O)O)(F)F.C(C=C)(=O)NC=1C=C(C=CC1C)C1=C(NC2=NC=C(C(=C21)C)C(=O)OC(C)C)C2=CC=C(C=C2)N2CCN(CC2)C